FC1=C(C(=O)OC)C=C(C=C1)N1CC(C1)O methyl 2-fluoro-5-(3-hydroxyazetidin-1-yl)benzoate